4-chloroaniline Silicon(IV) chloride [Si](Cl)(Cl)(Cl)Cl.ClC1=CC=C(N)C=C1